CCCCCC(C)C(=O)Cl Heptane-6-carbonyl chloride